The molecule is an 8,9-EET in which the epoxy moiety has 8S,9R-configuration. It has a role as a vasoconstrictor agent and a rat metabolite. It is a conjugate acid of an (8S,9R)-EET(1-). It is an enantiomer of an (8R,9S)-EET. CCCCC/C=C\\C/C=C\\C[C@@H]1[C@@H](O1)C/C=C\\CCCC(=O)O